CN1C(C(=CC2=CC=CC=C12)C(=O)O)=O 1-Methyl-2-oxo-quinoline-3-carboxylic acid